BrC1=CC=C2CCN=C(C2=C1)C1=C(C=CC=C1)C 7-bromo-1-(2-methylphenyl)-3,4-dihydroisoquinoline